C(C)(C)(C)OC(NC1C[C@H]2CC[C@@H](C1)N2C2=NC(=C1C(=N2)NN=C1C1=C(C2=C(N=C(S2)C)C=C1)Cl)C#N)=O ((1R,3r,5S)-8-(3-(7-chloro-2-methylbenzo[d]thiazol-6-yl)-4-cyano-1H-pyrazolo[3,4-d]pyrimidin-6-yl)-8-azabicyclo[3.2.1]oct-3-yl)carbamic acid tert-butyl ester